di-tert-butyl 4,4'-(6-benzyl-4-cyano-5,6,7,8-tetrahydro-2,6-naphthyridine-1,3-diyl)bis(piperazine-1-carboxylate) C(C1=CC=CC=C1)N1CC=2C(=C(N=C(C2CC1)N1CCN(CC1)C(=O)OC(C)(C)C)N1CCN(CC1)C(=O)OC(C)(C)C)C#N